7-(hydroxymethyl)-4-methyl-6-o-tolyl-1,6-naphthyridin-5(6H)-one OCC=1N(C(C=2C(=CC=NC2C1)C)=O)C1=C(C=CC=C1)C